[Si](C)(C)(C(C)(C)C)OCCC1=C2C=CNC2=CC(=C1)NC(=O)NC1=CC(=CC=C1)C(F)(F)F 1-(4-(2-((tert-butyldimethylsilyl)oxy)ethyl)-1H-indol-6-yl)-3-(3-(trifluoromethyl)phenyl)urea